6-[(2S)-2-aminopropyl]-2-chloro-N-[(3,5-difluoro-4-pyridyl)methyl]-7-methyl-thieno[3,2-d]pyrimidin-4-amine dihydrochloride Cl.Cl.N[C@H](CC1=C(C=2N=C(N=C(C2S1)NCC1=C(C=NC=C1F)F)Cl)C)C